(S)-2-(1-(2-isopropoxyphenyl)pyrrolidin-3-yloxy)-5-(trifluoromethyl)pyridine C(C)(C)OC1=C(C=CC=C1)N1C[C@H](CC1)OC1=NC=C(C=C1)C(F)(F)F